ClC1=C(C=CC=C1)S(=O)(=O)NC1=CC=C(C=C1)C(C(F)(F)F)(C(F)(F)F)O 2-chloro-N-(4-(1,1,1,3,3,3-hexafluoro-2-hydroxypropan-2-yl)phenyl)benzenesulfonamide